C1(CC1)S(=O)(=O)NC=1SC=C(N1)C(C(=O)NC1=CC(=C(C=C1)C=1C=NC=CC1)F)(C)C 2-(2-(cyclopropanesulfonylamino)thiazol-4-yl)-N-(3-fluoro-4-(pyridin-3-yl)phenyl)-2-methylpropanamide